C(CCCCCCCCCCC)C1CCC(O1)=O 5-dodecyldihydro-2(3H)-furanone